C1CC12CNCC[C@H]2C(=C)C=2N=NC(=CN2)C2=C(C=C(C=C2)N2C=NC=C2)O (R)-2-(3-(1-(5-azaspiro[2.5]octan-8-yl)vinyl)-1,2,4-triazin-6-yl)-5-(1H-imidazol-1-yl)phenol